1-(4-bromophenyl)-2,2-dihydroxyethanone BrC1=CC=C(C=C1)C(C(O)O)=O